N1=CN=C(C=C1)C1=C(N=CS1)C(CC)(S(=O)(=O)N)C1=C(C=CC=C1)F 5-(pyrimidin-4-yl)-1,3-thiazol-4-yl(2-fluorophenyl)propane-1-sulfonamide